4'-((2-(2-hydroxypropan-2-yl)-1H-imidazol-1-yl)methyl)-5-isobutyl-[1,1'-biphenyl]-2-sulfonamide OC(C)(C)C=1N(C=CN1)CC1=CC=C(C=C1)C=1C(=CC=C(C1)CC(C)C)S(=O)(=O)N